4-(6-(pyrazolo[1,5-a]pyridin-4-ylmethoxy)pyridin-2-yl)piperidine N1=CC=C2N1C=CC=C2COC2=CC=CC(=N2)C2CCNCC2